2-bromo-1-cyclopropyl-2-(2-fluorophenyl)ethanone BrC(C(=O)C1CC1)C1=C(C=CC=C1)F